4-bromo-1,2-dimethoxy-benzene BrC1=CC(=C(C=C1)OC)OC